3-((7-(5-chloro-1-(((R)-morpholin-2-yl)methyl)-1H-indol-7-yl)thieno[3,2-b]pyridin-2-yl)methyl)-6,6-dimethyl-3-azabicyclo[3.1.0]hexane-2,4-dione ClC=1C=C2C=CN(C2=C(C1)C1=C2C(=NC=C1)C=C(S2)CN2C(C1C(C1C2=O)(C)C)=O)C[C@H]2CNCCO2